3-(1-((tert-Butyldimethylsilyl)oxy)but-3-en-1-yl)-1-((2-(trimethylsilyl)ethoxy)methyl)-1H-pyrazole-5-carboxylic acid ethyl ester C(C)OC(=O)C1=CC(=NN1COCC[Si](C)(C)C)C(CC=C)O[Si](C)(C)C(C)(C)C